5-(3,5-dimethyl-4H-1,2,4-triazol-4-yl)pyridine CC1=NN=C(N1C=1C=CC=NC1)C